BrC=1C=C2CCC(\C(\C2=CC1)=C/N(C)C)=O (Z)-6-bromo-1-((dimethylamino)methylene)-3,4-dihydronaphthalen-2(1H)-one